6-[[3-(2,2-difluoroethoxy)-5-fluoro-2-pyridyl]oxy]-1-methyl-N-(4-methyl-1,1-dioxo-thian-4-yl)imidazo[4,5-c]pyridine-2-carboxamide FC(COC=1C(=NC=C(C1)F)OC1=CC2=C(C=N1)N=C(N2C)C(=O)NC2(CCS(CC2)(=O)=O)C)F